3-[3,5-difluoro-4-[4-[1-[1-(2-hydroxyacetyl)-4-piperidyl]-1-methyl-ethyl]piperazin-1-yl]anilino]piperidine-2,6-dione FC=1C=C(NC2C(NC(CC2)=O)=O)C=C(C1N1CCN(CC1)C(C)(C)C1CCN(CC1)C(CO)=O)F